[OH-].C(C)[N+](C1CC(N(C(C1)(C)C)C)(C)C)(CC)CC triethyl-(1,2,2,6,6-pentamethyl-piperidin-4-yl)ammonium hydroxide